C(C)(C)C1=NC(=CC(=C1NC(=O)N=S(=O)(N)C=1C=NN2C1OCCC2)C(C)C)CNC N'-((2,4-diisopropyl-6-((methylamino)methyl)pyridin-3-yl)carbamoyl)-6,7-dihydro-5H-pyrazolo[5,1-b][1,3]oxazine-3-sulfonimidamide